CN(C=1C=C(C=C(C1)C(F)(F)F)[C@@H](C)NC1=NC(=NC2=C3C(=C(C=C12)O[C@@H]1COCC1)OCC3)C)C N-((R)-1-(3-(dimethylamino)-5-(trifluoromethyl)phenyl)ethyl)-2-methyl-6-(((S)-tetrahydrofurane-3-yl)oxy)-8,9-dihydrofuro[2,3-h]quinazolin-4-amine